ClC1=NC=C(C(=C1)N1C(C(=C(C=C1C)OC([2H])([2H])C1=NC=C(C=C1F)F)Cl)=O)C 2',3-dichloro-4-((3,5-difluoropyridin-2-yl)methoxy-d2)-5',6-dimethyl-2H-[1,4'-bipyridin]-2-one